Methyl 3-bromo-4-hexyloxybenzoate BrC=1C=C(C(=O)OC)C=CC1OCCCCCC